3-(5-((4-benzhydryl-2-oxopiperazin-1-yl)methyl)-1-oxoisoindolin-2-yl)piperidine-2,6-dione C(C1=CC=CC=C1)(C1=CC=CC=C1)N1CC(N(CC1)CC=1C=C2CN(C(C2=CC1)=O)C1C(NC(CC1)=O)=O)=O